C(C1=CC=CC=C1)OC=1C=C2C(CC(=C(C2=CC1)C1=CC=C(C=C1)N1CCC(CC1)C(OC)OC)C=C(C)C)(F)F 1-(4-(6-(benzyloxy)-4,4-difluoro-2-(2-methylprop-1-en-1-yl)-3,4-dihydronaphthalen-1-yl)phenyl)-4-(dimethoxymethyl)piperidine